(S)-3-(1-hydroxy-propan-2-yl)-8-(piperidin-1-yl)-6-(6-(trifluoromethyl)pyridin-3-yl)pyrido[3,4-d]pyrimidin-4(3H)-one OC[C@H](C)N1C=NC2=C(C1=O)C=C(N=C2N2CCCCC2)C=2C=NC(=CC2)C(F)(F)F